CC1=CC2=C(C=C1C)N=C(N2)C3=NC4=C(N3)C=C(C(=C4)C)C 5,5',6,6'-tetramethyl-2,2'-bibenzimidazole